N-[4-[4-(3-amino-3-methylazetidine-1-carbonyl)piperazine-1-carbonyl]-3-chlorophenyl]-1-methyl-5-[1-prop-2-ynyl-3-(trifluoromethyl)pyrazol-4-yl]imidazole-2-carboxamide NC1(CN(C1)C(=O)N1CCN(CC1)C(=O)C1=C(C=C(C=C1)NC(=O)C=1N(C(=CN1)C=1C(=NN(C1)CC#C)C(F)(F)F)C)Cl)C